n-butyl-1-isobutyl-2-oxo-1,2-dihydrobenzo[cd]indole-6-sulfonamide C(CCC)C1=CC=C2C3=C1C(N(C3=CC=C2S(=O)(=O)N)CC(C)C)=O